(2R,3R,4R,5R,6R)-5-acetamido-2-(acetoxymethyl)-6-((6-(((2-cyanoethoxy)(diisopropylamino)phosphino)oxy)hexyl)oxy)tetrahydro-2H-pyran-3,4-diyl diacetate C(C)(=O)O[C@H]1[C@H](O[C@H]([C@@H]([C@H]1OC(C)=O)NC(C)=O)OCCCCCCOP(N(C(C)C)C(C)C)OCCC#N)COC(C)=O